ClC1=C(C(=O)N2C[C@H](N(CC2)C=2C=CC(=NC2C(=O)N[C@H]2CNCC2)C=2C(=NC=CC2)OCC)CC)C=CC(=C1)F 5-[(2R)-4-(2-chloro-4-fluorobenzoyl)-2-ethylpiperazin-1-yl]-2'-ethoxy-N-[(3R)-pyrrolidin-3-yl]-[2,3'-bipyridine]-6-carboxamide